trans-N-(4-(5-chlorobenzofuran-2-carboxamido)cyclohexyl)-5-(4-chlorobenzyl)-1,3,4-oxadiazole ClC=1C=CC2=C(C=C(O2)C(=O)N[C@@H]2CC[C@H](CC2)N2COC(=N2)CC2=CC=C(C=C2)Cl)C1